1-(2,3,4,5-tetramethoxyphenyl)propan-2-amine COC1=C(C=C(C(=C1OC)OC)OC)CC(C)N